N-[[3-(2,2,2-trifluoro-1,1-dimethyl-ethyl)-1H-1,2,4-triazol-5-yl]methyl]pyrazole-4-carboxamide FC(C(C)(C)C1=NNC(=N1)CNC(=O)C=1C=NNC1)(F)F